(4aR,5S,6aS,7S)-7-acetyl-1-ethyl-5-hydroxy-4a,6a-dimethyl-1,3,4,4a,4b,5,6,6a,7,8,9,9a,9b,10-tetradecahydro-2H-indeno[5,4-f]-quinolin-2-one-5-d C(C)(=O)[C@H]1CCC2[C@@]1(C[C@](C1[C@]3(CCC(N(C3=CCC12)CC)=O)C)([2H])O)C